N-([1,1'-biphenyl]-3-yl-2',3',4',5',6'-d5)-[1,1':3',1''-terphenyl]-4'-amine C1(=CC(=CC=C1)NC1=C(C=C(C=C1)C1=CC=CC=C1)C1=CC=CC=C1)C1=C(C(=C(C(=C1[2H])[2H])[2H])[2H])[2H]